FC1=C(C(=O)C2=CC=C(N2C)C(=O)O)C=CC=C1 5-(2-fluorobenzoyl)-1-methyl-1H-pyrrole-2-carboxylic acid